4-(4-(4-(((4-Chloro-1H-indazol-3-yl)amino)methyl)benzoyl)piperazine-1-carbonyl)-N-hydroxybenzoamide ClC1=C2C(=NNC2=CC=C1)NCC1=CC=C(C(=O)N2CCN(CC2)C(=O)C2=CC=C(C(=O)NO)C=C2)C=C1